BrC=1N=C(N(N1)C1=NC=C(C=N1)OCC(F)F)C(C)NC(C1=CC(=CC(=C1)C(F)(F)F)C(F)(F)F)=O N-[1-[5-bromo-2-[5-(2,2-difluoroethoxy)pyrimidin-2-yl]-1,2,4-triazol-3-yl]ethyl]-3,5-bis(trifluoromethyl)benzamide